8,8a,9,10,11,12-hexahydro-7-oxa-1,3,6,12a-tetraazabenzo[4,5]cyclohepta[1,2,3-de]naphthalen-11-ol N1=C2C=3C(=NC=CC3N=C1)OCC1N2CC(CC1)O